methylene-6-((5-isopropyl-1-ethylaminoimidazol-4-yl)methylene)piperazine-2,5-dione C=C1C(NC(C(N1)=O)=CC=1N=CN(C1C(C)C)NCC)=O